N[C@H](C(=O)O)CCP(=O)([O-])C.[NH4+] ammonium (2S)-2-amino-4-(methyl-phosphinato)butyric acid